(4S)-3,3-difluoro-1-[4-({8-[3-(methanesulfonyl-methyl)azetidin-1-yl]-5-(propan-2-yl)isoquinolin-3-yl}amino)pyrimidin-2-yl]-5,5-dimethyl-piperidin-4-ol FC1(CN(CC([C@@H]1O)(C)C)C1=NC=CC(=N1)NC=1N=CC2=C(C=CC(=C2C1)C(C)C)N1CC(C1)CS(=O)(=O)C)F